NC(CCN(NC([C@H](CC1CCCCC1)NC(=O)C1=NOC(=C1)C)=O)C(CCl)=O)=O N-[(1S)-2-[2-(3-amino-3-oxo-propyl)-2-(2-chloroacetyl)hydrazino]-1-(cyclohexylmethyl)-2-oxo-ethyl]-5-methyl-isoxazole-3-carboxamide